COC1=NN2C(C=C(C=C2)S(=O)(=O)Cl)=N1 2-methoxy-[1,2,4]triazolo[1,5-a]pyridine-7-sulfonyl chloride